C1(=CC=CC=C1)C1=NC(=NC(=N1)C1=CC=CC=C1)C1=CC=CC=C1 2,4-diphenyl-6-phenyl-1,3,5-triazine